(S)-1-benzyl-3-(methoxymethyl)-3-methylpiperazin-2-one C(C1=CC=CC=C1)N1C([C@](NCC1)(C)COC)=O